C(C)(C)(C)OC(=O)N([C@@H](CC(C)C)C(=O)O)C N-(tert-butoxycarbonyl)-N-methyl-L-leucine